Cl.ClC=1C=C2C(=CC(=NC2=CC1)C(F)(F)F)NN1C[C@H](CCC1)N (S)-N1-(6-chloro-2-(trifluoromethyl)quinolin-4-yl)piperidine-1,3-diamine hydrochloride